tert-butyl (1S,4S)-5-[4-[3-chloro-4-(cyclobutoxy)-2-fluoro-anilino]pyrimido[5,4-d]pyrimidin-6-yl]-2,5-diazabicyclo[2.2.1]heptane-2-carboxylate ClC=1C(=C(NC=2C3=C(N=CN2)C=NC(=N3)N3[C@@H]2CN([C@H](C3)C2)C(=O)OC(C)(C)C)C=CC1OC1CCC1)F